C1(CCCC1)C1=CC(=C(C(=C1)OCCCC=C)C1=CC(=C(C(=C1)C1CC1)F)[C@H](CC(=O)OCC)NC([C@@H](CC=C)O)=O)C Ethyl (S)-3-(4'-cyclopentyl-5-cyclopropyl-4-fluoro-2'-methyl-6'-(pent-4-en-1-yloxy)-[1,1'-biphenyl]-3-yl)-3-((R)-2-hydroxypent-4-enamido)propanoate